CN1CCN(CC1)CC=1OC(=CC1)C#C[Si](C)(C)C 1-methyl-4-((5-((trimethylsilyl)ethynyl)furan-2-yl)methyl)piperazine